FC(C1=CC=C(C=C1)C=1NC(C2=C(N1)CCSC2)=O)(F)F 2-(4-trifluoromethyl-phenyl)-3,5,7,8-tetrahydro-thiopyrano[4,3-d]pyrimidin-4-one